ClC1=C(C=CC=C1CCNC(C)C)N1C=NC(=C1)C1=NC(=NC=C1C(F)(F)F)NC1CCN(CC1)S(=O)(=O)C 4-(1-(2-Chloro-3-(2-(isopropylamino)ethyl)phenyl)-1H-imidazol-4-yl)-N-(1-(methylsulfonyl)piperidin-4-yl)-5-(trifluoromethyl)pyrimidin-2-amine